1-propanoyl-pyrrolidin-2-one C(CC)(=O)N1C(CCC1)=O